[4-(1-methyl-1H-pyrazol-4-yl)-benzyl]-{6-[7-(1-oxetan-3-yl-piperidin-4-ylmethoxy)-imidazo[1,2-a]pyridin-3-yl]-pyrimidin-4-yl}-amine CN1N=CC(=C1)C1=CC=C(CNC2=NC=NC(=C2)C2=CN=C3N2C=CC(=C3)OCC3CCN(CC3)C3COC3)C=C1